tert-butyl (3S)-4-[2-fluoro-5-(methylamino)-4-nitro-phenyl]-3-methyl-piperazine-1-carboxylate FC1=C(C=C(C(=C1)[N+](=O)[O-])NC)N1[C@H](CN(CC1)C(=O)OC(C)(C)C)C